[Si](C)(C)(C(C)(C)C)OC1CC(C1)C1=NC=CC=C1OC(F)(F)F ((1r,3r)-3-((tert-butyldimethylsilyl)oxy)cyclobutyl)-3-(trifluoromethoxy)pyridine